tert-butyl (4-(4-(3-(2,4-dioxotetrahydropyrimidin-1(2H)-yl)-1-methyl-1H-indazol-6-yl)piperidine-1-carbonyl)cyclohexyl)carbamate O=C1N(CCC(N1)=O)C1=NN(C2=CC(=CC=C12)C1CCN(CC1)C(=O)C1CCC(CC1)NC(OC(C)(C)C)=O)C